acetyl-amino azide C(C)(=O)NN=[N+]=[N-]